P(=S)(OCC[Si](C)(C)C)(OCC[Si](C)(C)C)OCC[Si](C)(C)C tris(TMS-ethyl) thiophosphate